N-(1-Benzo[b]thiophen-2-ylmethyl-2,3-dihydro-1H-indol-5-yl)-2-(4-fluorophenyl)-acetamide S1C2=C(C=C1CN1CCC3=CC(=CC=C13)NC(CC1=CC=C(C=C1)F)=O)C=CC=C2